ClC1=CC=C2C=C(C=NC2=C1F)C(=O)N[C@@H]1CN[C@H](CC1)C=1OC(=NN1)OCCOC(F)(F)F 7-chloro-8-fluoro-N-[(3s,6r)-6-{5-[2-(trifluoromethoxy)ethoxy]-1,3,4-oxadiazol-2-yl}piperidin-3-yl]quinoline-3-carboxamide